C(CCC\C=C/CCCCCCCC)(=O)O (Z)-5-tetradecenoic acid